FC1=CC=C(C=C1)C1=CC=2C(=NC(=CC2)C(F)(F)F)N1C=1C=C2CCNC2=CC1 5-[2-(4-Fluorophenyl)-6-(trifluoromethyl)pyrrolo[2,3-b]pyridin-1-yl]indolin